1-amino-4-(methoxycarbonyl)pyridine NN1CC=C(C=C1)C(=O)OC